CC1(C2=CC=CC=C2C=2C(=CC=CC12)B(O)O)C (9,9-dimethyl-9H-fluoren-4-yl)boronic acid